OCN1C(NC(C1=O)(C)C)=O 3-hydroxymethyl-5,5-dimethyl-hydantoin